BrC=1C=C(C=CC1)C1(CC(C1)CC)C=1N(C(=NN1)S)C 5-[1-(3-bromophenyl)-3-ethylcyclobutyl]-4-methyl-4H-1,2,4-triazole-3-thiol